N-(2-methoxyethyl)-4-morpholino-2-(4-(m-tolyl)-1H-pyrazol-1-yl)furo[3,2-d]pyrimidine-6-carboxamide COCCNC(=O)C1=CC=2N=C(N=C(C2O1)N1CCOCC1)N1N=CC(=C1)C=1C=C(C=CC1)C